S1CCC(CC1)C(C=O)(C)C 2-(TETRAHYDRO-2H-THIOPYRAN-4-YL)-2-METHYLPROPANAL